4-(1-(3-trifluoromethylbenzyl)-2-methyl-1H-imidazo[4,5-b]pyrazin-6-yl)-6-methyl-1H-pyrrolo[2,3-c]pyridin-7(6H)-one tin indium aluminum [Al].[In].[Sn].FC(C=1C=C(CN2C(=NC=3C2=NC(=CN3)C=3C2=C(C(N(C3)C)=O)NC=C2)C)C=CC1)(F)F